5-ethylsulfonyl-N-(2,2,2-trifluoroethoxy)-6-(5-(trifluoromethylsulfinyl)benzo[d]oxazol-2-yl)nicotinimidoyl bromide C(C)S(=O)(=O)C=1C(=NC=C(C(=NOCC(F)(F)F)Br)C1)C=1OC2=C(N1)C=C(C=C2)S(=O)C(F)(F)F